5-nitro-1-p-toluenesulfonyl-1H-pyrrolo[2,3-b]pyrrole [N+](=O)([O-])C1=CC2=C(N1)N(C=C2)S(=O)(=O)C2=CC=C(C)C=C2